tert-butyl N-tert-butoxycarbonyl-N-[5-cyano-7-(3-methoxy-2,6-dimethyl-phenyl)-2-methylsulfonyl-pyrrolo[2,3-d]pyrimidin-6-yl]carbamate C(C)(C)(C)OC(=O)N(C(OC(C)(C)C)=O)C1=C(C2=C(N=C(N=C2)S(=O)(=O)C)N1C1=C(C(=CC=C1C)OC)C)C#N